O1C(=NC2=C1C=CC=C2)NC=2N(C(=C(C(N2)C2=C(C=CC=C2)Cl)C(=O)NC=2C=C(C(=O)O)C=CN2)C)CC(=O)O 2-(2-(benzo[d]oxazol-2-ylamino)-1-(carboxymethyl)-4-(2-chlorophenyl)-6-methyl-1,4-dihydropyrimidine-5-carboxamido)isonicotinic acid